C(#N)C1(CCN(CC1)C(=O)C=1C=C(C(=O)N(CCC2(CCCC2)O)C2CCC2)C(=CN1)C)C1=CC=CC=C1 2-(4-cyano-4-phenylpiperidine-1-carbonyl)-N-cyclobutyl-N-(2-(1-hydroxycyclopentyl)ethyl)-5-methylisonicotinamide